4-[(2-chloro-4-fluoro-phenoxy)methyl]piperidine ClC1=C(OCC2CCNCC2)C=CC(=C1)F